1-hydroxyethyl-2,3-dimethylimidazole perchlorate Cl(=O)(=O)(=O)O.OC(C)C=1N(C(=NC1)C)C